C(O)CC(CO)(CO)CO tetramethylolethan